4-carboxyphenylboronic acid methyl ester COB(O)C1=CC=C(C=C1)C(=O)O